(2-aminoethyl)-4-(cyclohexylamino)-3-((pyridin-4-ylmethyl)amino)benzenesulfonamide hydrochloride Cl.NCCC1=C(C=CC(=C1NCC1=CC=NC=C1)NC1CCCCC1)S(=O)(=O)N